CCCCCCCCCC(N)N Decanediamine